Boric acid tri-o-tolyl ester B(OC1=CC=CC=C1C)(OC2=CC=CC=C2C)OC3=CC=CC=C3C